FC1=C(C(=CC=C1OC)N1N=C(C=C1)C(F)(F)F)CN1C(C2=CC=CC=C2C1=O)=O 2-[[2-fluoro-3-methoxy-6-[3-(trifluoromethyl)pyrazol-1-yl]phenyl]methyl]isoindoline-1,3-dione